C1(=CC=CC=C1)CS(=O)(=O)OC1=C(O[C@](C1=O)([2H])C1=CC(=CC=C1)OC)N (R)-2-amino-5-(3-methoxyphenyl)-4-oxo-4,5-dihydrofuran-3-yl-5-d phenylmethanesulfonate